BrC1=NN=C2N1C=NC(=C2)Cl bromo-7-chloro-[1,2,4]triazolo[4,3-c]pyrimidine